CN(CCCOCCCCN(C(O)=O)CCCN(C)C)C (4-(3-(dimethylamino)propoxy)butyl)(3-(dimethylamino)propyl)carbamic acid